Cl.Cl.C(C)C1=C2C=CC(=CC2=CC=C1)O 5-ethylnaphthalen-2-ol dihydrochloride